C(C1=CC=CO1)NC1=C2NC=NC2=NC=N1 6-furfurylamino-purine